COC(C1=C(C=CC(=C1)CC1=NNC(C2=CC=CC=C12)=O)F)=O 2-fluoro-5-[(4-oxo-3,4-dihydro-phthalazin-1-yl)methyl]benzoic acid methyl ester